(R)-propylene glycol C([C@@H](C)O)O